CC1(O[C@H]2[C@@H](O1)[C@@H](O[C@@H]2C=O)N2C1=NC=NC(=C1N=C2)N2CCOCC2)C (3aS,4S,6R,6aR)-2,2-dimethyl-6-(6-morpholino-9H-purin-9-yl)tetrahydrofurano[3,4-d][1,3]dioxole-4-carbaldehyde